2-(bromomethyl)-1-fluoro-4-(trifluoromethyl)benzene BrCC1=C(C=CC(=C1)C(F)(F)F)F